2-Octylresorcinol C(CCCCCCC)C1=C(O)C=CC=C1O